4-((1-methylpiperidin-4-yl)oxy)benzonitrile CN1CCC(CC1)OC1=CC=C(C#N)C=C1